N-[[3-(2-cyclopropyl-4-pyridyl)-1,2,4-oxadiazol-5-yl]methyl]-N,2-dimethyl-5-(trifluoromethyl)pyrazole-3-carboxamide C1(CC1)C1=NC=CC(=C1)C1=NOC(=N1)CN(C(=O)C=1N(N=C(C1)C(F)(F)F)C)C